FC1=C(C=C(C=C1)OC)C1=CC(=NC2=C(N=CC=C12)C1=CC=NN1)N1CCOCC1 4-(2-fluoro-5-methoxyphenyl)-2-(morpholin-4-yl)-8-(1H-pyrazol-5-yl)-1,7-naphthyridine